FC(OC1=NC=CC(=C1)CNC(=O)NCC(O)C12CC(C1)(C2)F)F 1-[[2-(difluoro-methoxy)pyridin-4-yl]methyl]-3-[2-(3-fluoro-1-bicyclo[1.1.1]pentanyl)-2-hydroxyethyl]urea